(R)-1-(2-fluoro-3-(trifluoromethyl)phenyl)ethylamine hydrochloride Cl.FC1=C(C=CC=C1C(F)(F)F)[C@@H](C)N